ClC=1C=C(C=C(C1)Cl)C=1C=NC=C2C(C(=CNC12)C(=O)N[C@H]1CCOC2=CC=CC=C12)=O 8-(3,5-dichlorophenyl)-N-[(4S)-3,4-dihydro-2H-chromen-4-yl]-4-oxo-1,4-dihydro-1,6-naphthyridine-3-carboxamide